N1=CC=C(C=C1)C(C(C)=O)C(C)=O 3-(pyridin-4-yl)pentane-2,4-dione